N1N=CC(=C1)C(=O)OCC ethyl (E)-1H-pyrazole-4-carboxylate